CN(/C=C/C(=O)C1=C(N=CS1)OC1=CC=C(C2=CC=CC=C12)N=CN(C)C)C N'-[4-({5-[(E)-3-(Dimethylamino)prop-2-enoyl]-1,3-thiazol-4-yl}oxy)naphthalen-1-yl]-N,N-dimethylmethanimidamide